N-((1r,4r)-4-(3-chloro-4-cyanophenoxy)cyclohexyl)-6-(piperazin-1-yl)pyridazine-3-carboxamide ClC=1C=C(OC2CCC(CC2)NC(=O)C=2N=NC(=CC2)N2CCNCC2)C=CC1C#N